benzyl N-(3-iodo-4,5,6,7-tetrahydrobenzothiophen-6-yl)carbamate IC1=CSC2=C1CCC(C2)NC(OCC2=CC=CC=C2)=O